2,6-bis(t-butyl)-p-cresol C(C)(C)(C)C1=CC(=CC(=C1O)C(C)(C)C)C